C1(=CC=CC=C1)C(\C=C(/C)\S(=O)(=O)C1=CC=C(C)C=C1)=O (E)-1-phenyl-3-(p-toluenesulfonyl)but-2-ene-1-one